ClC1=CC(=C(C2=CC=CC=C12)C#N)C1=C(C=NN1C)C=1C=C2C(=CNC(C2=CC1)=O)CNC(OC(C)(C)C)=O tert-butyl ((6-(5-(4-chloro-1-cyanonaphthalen-2-yl)-1-methyl-1H-pyrazol-4-yl)-1-oxo-1,2-dihydroisoquinolin-4-yl)methyl)carbamate